ClC=1OC2=C(N1)C=CC=C2 2-chlorobenzoxazole